4-fluoro-5-nitro-2-(trifluoromethoxy)aniline FC1=CC(=C(N)C=C1[N+](=O)[O-])OC(F)(F)F